F[C@@H]1C[C@@]2(CCCN2C1)COC1=NC2=CC(=C(C=C2C(=N1)N1[C@@H](CNCC1)C)F)C1=C(C=CC=C1C1CC1)O 2-(2-{[(2R,7aS)-2-fluoro-hexahydro-1H-pyrrolizin-7a-yl]methoxy}-6-fluoro-4-[(2R)-2-methylpiperazin-1-yl]quinazolin-7-yl)-3-cyclopropylphenol